N=1C=NN2C1C=C(C=C2)OC2=C(C(=C(C=C2)NC=2C1=C(N=CN2)C=NC(=N1)SC)F)C N-(4-([1,2,4]triazolo[1,5-a]pyridin-7-yloxy)-2-fluoro-3-methylphenyl)-6-(methylthio)pyrimido[5,4-d]pyrimidin-4-amine